2-(3-ethynylphenyl)-4-methyl-1H,2H,3H-pyrrolo[3,4-c]quinoline-1,3-dione C(#C)C=1C=C(C=CC1)N1C(C=2C(=NC=3C=CC=CC3C2C1=O)C)=O